(2,5-dimethyloxazol-4-yl)methanone CC=1OC(=C(N1)C=O)C